6-chloro-4-isopropyl-1-(methylsulfonyl)-2,7-naphthyridine ClC=1C=C2C(=CN=C(C2=CN1)S(=O)(=O)C)C(C)C